trans-2-nonadecene-1,1-dicarboxylic acid C(\C=C\CCCCCCCCCCCCCCCC)(C(=O)O)C(=O)O